tert-butyl-[(2-cyclopropylsulfanyl-5-phenyl-6,7-dihydro-5H-pyrrolo[1,2-b][1,2,4]triazol-7-yl)oxy]-dimethyl-silane C(C)(C)(C)[Si](C)(C)OC1CC(N2N=C(N=C21)SC2CC2)C2=CC=CC=C2